2-(4-Cyclobutoxypyridin-2-yl)-N-(6-(4-(5-(2-(6-methylpyridin-2-yl)acetamido)-1,3,4-thiadiazol-2-yl)but-1-yn-1-yl)-pyridazin-3-yl)acetamide C1(CCC1)OC1=CC(=NC=C1)CC(=O)NC=1N=NC(=CC1)C#CCCC=1SC(=NN1)NC(CC1=NC(=CC=C1)C)=O